C(C)(C)NC(OC1CCCC1)=O cyclopentyl N-isopropyl-carbamate